O1CCN(CC1)C=1C2=C(N=C(N1)NC1=CC(=NO1)C1=CC=CC=C1)C=C(O2)C2=CC=NC=C2 4-morpholino-N-(3-phenylisoxazol-5-yl)-6-(4-pyridyl)furo[3,2-d]pyrimidin-2-amine